6-(3-(trifluoromethyl)phenoxy)nicotinic acid FC(C=1C=C(OC2=NC=C(C(=O)O)C=C2)C=CC1)(F)F